N,N'-bis(4-hydroxy-2,6-dimethylphenyl)ethanediamide OC1=CC(=C(C(=C1)C)NC(C(=O)NC1=C(C=C(C=C1C)O)C)=O)C